tert-butyl (S)-7-(4-(5-fluoro-2-(4-hydroxycyclohexyl)phenyl)piperidin-1-yl)-5-oxa-2-azaspiro[3.4]octane-2-carboxylate FC=1C=CC(=C(C1)C1CCN(CC1)[C@@H]1COC2(CN(C2)C(=O)OC(C)(C)C)C1)C1CCC(CC1)O